5-fluoro-3-(4-fluorobenzo[d]thiazol-2-yl)-2-methylaniline FC=1C=C(C(=C(N)C1)C)C=1SC2=C(N1)C(=CC=C2)F